O.FC(OCC(=O)N)F 2-(difluoromethoxy)acetamide monohydrate